ClC1=C(C=C(C=2C=C3N(C12)CCN(C3=O)CCOC)NC(OC(C)(C)C)=O)Cl tert-butyl N-(6,7-dichloro-2-(2-methoxyethyl)-1-oxo-3,4-dihydropyrazino[1,2-a]indol-9-yl)carbamate